(1R,2R,4R,5S)-4-methyl-8-(1H-tetrazol-5-yl)-8-azabicyclo[3.2.1]octan-2-amine hydrochloride salt Cl.C[C@@H]1C[C@H]([C@H]2CC[C@@H]1N2C2=NN=NN2)N